N1=CNC=2N=C3N(C(C12)=O)C=CN3 3H-imidazo[1,2-a]purin-9(5H)-one